CC=1N=CC=2N(C1)N=C(C2)C(=O)O 6-methylpyrazolo[1,5-a]pyrazine-2-carboxylic acid